OC1=C2CCN(C(C2=CC(=C1)C(=O)OC)=O)C1C=2C=C(C(=NC2CCC1)C)OC methyl 5-hydroxy-2-(3-methoxy-2-methyl-5,6,7,8-tetrahydroquinolin-5-yl)-1-oxo-1,2,3,4-tetrahydroisoquinoline-7-carboxylate